C(=C)C1CN(C1)C(=O)OC(C)(C)C tert-butyl 3-ethenylazetidine-1-carboxylate